CC1=CC(=C(N=N1)OC1=CC(=CC=C1)C(F)(F)F)C(=NOCC=CC=1C=C2C=CN(C2=CC1)C)N 6-methyl-N'-[3-(1-methylindol-5-yl)allyloxy]-3-[3-(trifluoro-methyl)phenoxy]pyridazine-4-carboxamidine